FC(C(=C)C(F)(F)F)F 2-(difluoromethyl)-3,3,3-trifluoro-1-propene